Tri(4-nitrophenyl)phenylethene [N+](=O)([O-])C1=CC=C(C=C1)C(=C(C1=CC=CC=C1)C1=CC=C(C=C1)[N+](=O)[O-])C1=CC=C(C=C1)[N+](=O)[O-]